rac-(3aR,5R,7S,7aR)-1,3,3,5,7-pentamethyl-5-propyloctahydrobenzo[c]isoxazole CN1OC([C@H]2[C@H]1[C@H](C[C@](C2)(CCC)C)C)(C)C |r|